16Z-docosadienoyl chloride C(C=CC=CCCCCCCCCCCCCCCCCC)(=O)Cl